C1(=CC=CC=C1)C=1C(NC=NC1)=O 5-PHENYL-PYRIMIDIN-4-ONE